valproyl chloride C(C(CCC)CCC)(=O)Cl